COCOC1=CC=C(CCN2N=CC3=CC=CC=C23)C=C1 1-(4-(methoxymethoxy)phenethyl)-1H-indazole